FC=1C=C(OC2=CC(=CC=C2)[N+](=O)[O-])C=CC1Br 1-(3-fluoro-4-bromophenoxy)-3-nitrobenzene